C12=C(C(=C(C(=C1Cl)Cl)Cl)Cl)C(=O)OC2=O The molecule is a cyclic dicarboxylic anhydride that is phthalic anhydride chlorinated at the 4-, 5-, 6- and 7-positions. It has a role as a cross-linking reagent and an allergen. It is a cyclic dicarboxylic anhydride and a tetrachlorobenzene. It derives from a phthalic anhydride.